C(C1=CC=CC=C1)N1C[C@H](CCC1)C(CO)CO |r| benzyl-(3RS)-3-(1,3-dihydroxypropan-2-yl)piperidine